((5,6-dichloro-1H-benzo[d]imidazol-2-yl)(2-hydroxyphenyl)methyl)isoindolin-1-one ClC1=CC2=C(NC(=N2)C(C2=C(C=CC=C2)O)N2C(C3=CC=CC=C3C2)=O)C=C1Cl